ClCCCC1=C(C=C(C=C1)C)Cl 1-chloro-3-(2-chloro-4-methyl-phenyl)propan